N-(2,7-dioxoazepan-3-yl)-2-methyl-1H-benzo[d]imidazole-4-carboxamide O=C1NC(CCCC1NC(=O)C1=CC=CC=2NC(=NC21)C)=O